1-(((R)-7-((2S,4R)-4-((1,1-Dioxidothietan-3-yl)amino)-2-phenylpiperidine-1-carbonyl)-7-azaspiro[4.5]decan-10-yl)methyl)-4-phenylpyridin-2(1H)-one O=S1(CC(C1)N[C@H]1C[C@H](N(CC1)C(=O)N1CC2(CCCC2)[C@@H](CC1)CN1C(C=C(C=C1)C1=CC=CC=C1)=O)C1=CC=CC=C1)=O